[O-]S(=O)(=O)C(F)(F)F.C(CCCCCCCC)[NH+]1C=C(C=C1)C 1-Nonyl-3-Methylpyrrolium triflat